bromo-2-acetamido-1,3-thiazole-4-carboxylic acid ethyl ester C(C)OC(=O)C=1N=C(SC1Br)NC(C)=O